COC1=CC=C2C=C(C=NC2=N1)C1=CN=CC=2C(CCCC12)NC(CC)=O N-(4-(7-methoxy-1,8-naphthyridin-3-yl)-5,6,7,8-tetrahydroisoquinolin-8-yl)propanamide